ortho-hydroxybenzenesulfonic acid OC1=C(C=CC=C1)S(=O)(=O)O